1-((2-chloropyridin-5-yl)methyl)-7-methyl-8-nitro-2,3-dihydro-1H-imidazo[1,2-a]pyridin-4-ium ClC1=NC=C(C=C1)CN1CC[N+]2=C1C(=C(C=C2)C)[N+](=O)[O-]